(2S)-2-({4-[2-(2-Amino-4-oxo-4,7-dihydro-3H-pyrrolo[2,3-d]pyrimidin-5-yl)ethyl]benzoyl}amino)pentanedioic acid NC=1NC(C2=C(N1)NC=C2CCC2=CC=C(C(=O)N[C@H](C(=O)O)CCC(=O)O)C=C2)=O